C[Si](Cl)(Cl)C(C)CC methyl-secbutyl-dichlorosilane